C1=C(C=CC2=CC=CC=C12)C=1C2=CC=CC=C2C(=C2C=CC(=CC12)C1=CC=C(C=C1)C1=NC2=C(N1C1=CC=CC=C1)C=CC=C2)C2=CC1=CC=CC=C1C=C2 2-[4-(9,10-Di-2-naphthyl-2-anthryl)phenyl]-1-phenyl-1H-benzimidazole